Dimethyl 4,9-dihydroxy-3,8-dimethoxyphenazine-1,6-dicarboxylate OC1=C(C=C(C2=NC=3C(=C(C=C(C3N=C12)C(=O)OC)OC)O)C(=O)OC)OC